FC=1C(=C(C=C(C1)C1(CCOCC1)C)[C@@H](C(=O)O)N1C[C@@](CC1)(N(CCCCCC1=NC=2NCCCC2C=C1)C)C)OC (S)-2-(3-fluoro-2-methoxy-5-(4-methyltetrahydro-2H-pyran-4-yl)phenyl)-2-((R)-3-methyl-3-(methyl(5-(5,6,7,8-tetrahydro-1,8-naphthyridin-2-yl)pentyl)amino)pyrrolidin-1-yl)acetic acid